L(+)-Tartrate C(=O)([O-])[C@H](O)[C@@H](O)C(=O)[O-]